C1(CCCCC1)P(C1CCCCC1)(C1CCCCC1)[Ru] (tricyclohexyl-λ5-phosphanyl)ruthenium